1-(dimethylamino)hexylamine CN(C(CCCCC)N)C